BrC1=C(C=C2C(=N1)C(CN2C(C)=O)(C)C)CC2=CC=C(C=C2)F 1-[5-bromo-6-(4-fluoro-benzyl)-3,3-dimethyl-2,3-dihydro-pyrrolo[3,2-b]pyridin-1-yl]-ethanone